7-bromo-N-(oxetan-3-yl)-2',3',5',6'-tetrahydrospiro[chromane-2,4'-pyran]-4-amine BrC1=CC=C2C(CC3(CCOCC3)OC2=C1)NC1COC1